BrCC=1C=C(O[C@H](C(=O)OC)C)C=CC1Cl (S)-Methyl 2-(3-(bromomethyl)-4-chlorophenoxy)propanoate